FC1=C(C=C2C(CC(C2=C1)(C)C)C1=C(C=NC=C1)C(F)(F)F)CO (6-fluoro-1,1-dimethyl-3-(3-(trifluoromethyl)pyridin-4-yl)-2,3-dihydro-1H-inden-5-yl)methanol